2-fluoro-6-(1H-imidazol-2-yl)-pyridine FC1=NC(=CC=C1)C=1NC=CN1